N-Cyclohexyl-N-methylaminomethyl-triethoxysilan C1(CCCCC1)N(C)C[Si](OCC)(OCC)OCC